9-(4-(tert-butyl)phenyl)9H-carbazol-4-ol C(C)(C)(C)C1=CC=C(C=C1)N1C2=CC=CC=C2C=2C(=CC=CC12)O